C[C@@H]1N(CC[C@]2(C1)OCCC1=C2SC(=C1)C(F)(F)F)C1C(COC1)O 4-[(2'S,7R)-2'-methyl-2-(trifluoromethyl)spiro[4,5-dihydrothieno[2,3-c]pyran-7,4'-piperidine]-1'-yl]tetrahydrofuran-3-ol